tert-butyl (3R,4S)-3-methoxy-4-((2-((6-morpholinopyridin-3-yl)amino)-7-oxo-6-phenylpyrido[2,3-d]pyrimidin-8(7H)-yl)methyl)pyrrolidine-1-carboxylate CO[C@H]1CN(C[C@@H]1CN1C(C(=CC2=C1N=C(N=C2)NC=2C=NC(=CC2)N2CCOCC2)C2=CC=CC=C2)=O)C(=O)OC(C)(C)C